C1COC2(CCC(CC2)=O)O1 1,4-cyclohexandione monoethylene ketal